5-(2-chloropyrid-5-ylmethyl)-3-methyl-4-nitroiminoperhydro-1,3,5-oxadiazine ClC1=NC=C(C=C1)CN1C(N(COC1)C)=N[N+](=O)[O-]